FC(C12CCCCC(C1)C2)(C2=C(C=CC(=C2)OC)F)F 1-(difluoro(2-fluoro-5-methoxyphenyl)methyl)bicyclo[4.1.1]octane